C(CCCCCCC)C(CCCCCCCC)OC(CCCCCCCOC(=O)[C@H]1NC[C@H](C1)O)=O [8-(1-octylnonoxy)-8-oxo-octyl](2S,4S)-4-hydroxypyrrolidine-2-carboxylate